COCCN1C(=NC=2C1=NC(=CC2)C(=O)O)C[C@@H]2CC[C@H](CC2)OC2=NC(=NC=C2)CC2=CC=C(C=C2)Cl 3-(2-methoxyethyl)-2-{[trans-4-({2-[(4-chlorophenyl)methyl]pyrimidin-4-yl}oxy)cyclohexyl]methyl}-3H-imidazo[4,5-b]pyridine-5-carboxylic Acid